C(C)(C)(C)OC(=O)N1[C@H]2CN(C[C@@H]1CC2)C2=NC(=NC1=CC(=C3C(=C21)OC=C3)Br)Cl (1R,5S)-3-(4-bromo-7-chlorofuro[2,3-f]quinazolin-9-yl)-3,8-diazabicyclo[3.2.1]octane-8-carboxylic acid tert-butyl ester